C1(CC1)S(=O)(=O)NC=1SC=C(N1)C1(CC1)NC(C1=CC=C(C=C1)C1=CN=C2N1CCCC2)=O N-[1-(2-cyclopropanesulfonamido-1,3-thiazol-4-yl)cyclopropyl]-4-[5H,6H,7H,8H-imidazo[1,2-a]pyridin-3-yl]benzamide